ClC1=C(C(=O)NC=2C(=NNC2)C(=O)NC2CCN(CC2)C([C@@H](NC(CNC(=O)OC(C)(C)C)=O)C(C)C)=O)C(=CC=C1)Cl 4-(2,6-dichlorobenzoylamino)-N-(1-(N-(N-tert-butoxycarbonylglycyl)-L-valyl)piperidin-4-yl)-1H-pyrazole-3-carboxamide